FC1=C(C=C(C=C1)C1CCC2(OCCO2)CC1)C 8-(4-fluoro-3-methylphenyl)-1,4-dioxaspiro[4.5]decane